tert-butyl 4-(3-propyl-1H-indol-5-yl)-5,6-dihydropyridine-1(2H)-carboxylate C(CC)C1=CNC2=CC=C(C=C12)C1=CCN(CC1)C(=O)OC(C)(C)C